FC=1C=C(COC(C(=O)N[C@@H](C)C2=CC=C(C(=O)O)C=C2)C(C)C)C=CC1 4-((1S)-1-(2-((3-fluorobenzyl)oxy)-3-methylbutanamido)ethyl)benzoic acid